C(C\C=C/CC)O (3Z)-hex-3-en-1-ol